4-chloro-5-fluoro-2-methyl-7H-pyrrolo[2,3-d]pyrimidine ClC=1C2=C(N=C(N1)C)NC=C2F